C1C(CC2=CC=CC=C12)OCC1=C(N=C2OC=CN21)C2=CC1=CC=CC=C1C=C2 5-(((2,3-dihydro-1H-inden-2-yl)oxy)methyl)-6-(naphthalen-2-yl)imidazo[2,1-b]oxazole